azodi-(2-methylbutyronitrile) N(=NC(C#N)(CC)C)C(C#N)(CC)C